N1C=CC2=CC(=CC=C12)C(CCC(=O)C1=CC=C(C=C1)C)=O 1-(1H-Indol-5-yl)-4-(p-tolyl)butane-1,4-dione